amino-2'-deoxyuridine N[C@@]1(C[C@H](O)[C@@H](CO)O1)N1C(=O)NC(=O)C=C1